CC1=NOC(=C1C=1C=C2C(=NC=NC2=CC1)N1C(COCC1)C1=CC=CC=C1)C 4-(6-(3,5-dimethylisoxazol-4-yl)quinazolin-4-yl)-3-phenylmorpholine